C(=O)(O)[C@H](CC(=O)C1=CC2=C(S1)C=C(C(=C2F)OCCCOC2=C(C1=C(SC(=C1)C(CC(C(=O)O)C)=O)C=C2OC)F)O)C 4-(5-(3-((2-((S)-3-carboxybutanoyl)-4-fluoro-6-hydroxybenzo[b]thiophen-5-yl)oxy)propoxy)-4-fluoro-6-methoxybenzo[b]thiophen-2-yl)-2-methyl-4-oxobutanoic acid